2,2-Bis(12-hydroxyoctadecanoyloxymethyl)butyl 12-hydroxyoctadecanoate OC(CCCCCCCCCCC(=O)OCC(CC)(COC(CCCCCCCCCCC(CCCCCC)O)=O)COC(CCCCCCCCCCC(CCCCCC)O)=O)CCCCCC